ClC=1C=C(C=C(C1)Cl)N1N=C(C2=C1C=1C=C(C(=CC1OC2)OC)C=2C=C(C=CC2)NC(CNC(C[C@@H](N)C(=O)O)=O)=O)C(=O)N2C(COCC2)(C)C N4-(2-((3-(1-(3,5-dichlorophenyl)-3-(3,3-dimethylmorpholine-4-carbonyl)-7-methoxy-1,4-dihydrochromeno[4,3-c]pyrazol-8-yl)phenyl)amino)-2-oxoethyl)-D-asparagine